FC(S(=O)(=O)OC1=NNC(C2=CC(=C(C=C12)OC)OC)=O)(F)F 6,7-dimethoxy-4-oxo-3,4-dihydrophthalazin-1-yl trifluoromethanesulfonate